2-oxo-1,3-dihydrobenzimidazole-5-carbonitrile O=C1NC2=C(N1)C=CC(=C2)C#N